O=C1NC(CCC1N1C(C2=CC=CC(=C2C1)CNC(=O)C=1COC2=CC=C(C=C2C1)OC(F)(F)F)=O)=O N-((2-(2,6-dioxopiperidin-3-yl)-1-oxoisoindolin-4-yl)methyl)-6-(trifluoromethoxy)-2H-chromene-3-carboxamide